[Si](C1=CC=CC=C1)(C1=CC=CC=C1)(C(C)(C)C)OCC(CN1N=C(C(=C1)C=1C2=C(N=CN1)OC(=C2)I)C2=CC=C(C=C2)F)(F)F 4-(1-(3-((tert-butyldiphenylsilyl)oxy)-2,2-difluoropropyl)-3-(4-fluorophenyl)-1H-pyrazol-4-yl)-6-iodofuro[2,3-d]pyrimidine